OC(C)(C)C1CCN(CC1)CC1=CC(=NC=C1C(F)(F)F)C=1C=C2CN(C(C2=CC1)=O)C1CNCCC1 3-(5-(4-((4-(2-hydroxypropan-2-yl)piperidin-1-yl)methyl)-5-(trifluoromethyl)pyridin-2-yl)-1-oxoisoindolin-2-yl)piperidine